C(C)(C)(C)OC(=O)N1C2(CC2)CN(CC1)C=1C=NC(=CC1OC)N1C(=CC=C1C)C 7-[6-(2,5-dimethyl-pyrrol-1-yl)-4-methoxy-pyridin-3-yl]-4,7-diaza-spiro[2.5]octane-4-carboxylic acid tert-butyl ester